C1(=CC=CC=C1)NS(=O)(=O)C=1SC=CC1 N-phenylthiophene-2-sulfonamide